vaccenoic acid C(CCCCCCCCC\C=C\CCCCCC)(=O)O